C(C1=CC=CC=C1)(=O)OCCCCCC1=C(C(=O)OC(C)(C)C)C(=CC(=N1)Cl)C1CC1 tert-butyl 2-(5-(benzoyloxy) pentyl)-6-chloro-4-cyclopropylnicotinate